tert-butyl (1R,2R,5S)-2-((methylamino)methyl)-3,8-diazabicyclo[3.2.1]octane-8-carboxylate CNC[C@@H]1[C@H]2CC[C@@H](CN1)N2C(=O)OC(C)(C)C